CC=1C=C(C=C(C1O)C)C1(C2=CC=CC=C2C=2C=CC=CC12)C1=CC(=C(C(=C1)C)O)C 9,9-bis(3,5-dimethyl-4-hydroxyphenyl)-9H-fluorene